BrC=1C=CC(=NC1)COCCN1CC2(CC2)CC1 5-(2-((5-bromopyridin-2-yl)methoxy)ethyl)-5-azaspiro[2.4]heptane